5-[2-(3-{3-[(1,3-Dimethyl-azetidin-3-yl)-hydroxy-(4-isopropyl-phenyl)-methyl]-phenyl}-[1,2,4]oxadiazol-5-yl)-ethyl]-isoxazol-3-ol CN1CC(C1)(C)C(C=1C=C(C=CC1)C1=NOC(=N1)CCC1=CC(=NO1)O)(C1=CC=C(C=C1)C(C)C)O